(4aR,8aS)-6-[4-[phenyl(pyridazin-3-yl)methyl]piperidine-1-carbonyl]-4,4a,5,7,8,8a-hexahydropyrido[4,3-b][1,4]oxazin-3-one C1(=CC=CC=C1)C(C1CCN(CC1)C(=O)N1C[C@@H]2[C@@H](OCC(N2)=O)CC1)C=1N=NC=CC1